Bis(3,5-dimethylphenyl) sulfoxide CC=1C=C(C=C(C1)C)S(=O)C1=CC(=CC(=C1)C)C